NC1=NC=CC(=C1)CN1C(N(C(C1(C)CC)=O)C1=CC=C(C=C1)SC(F)(F)F)=O 1-((2-aminopyridin-4-yl)methyl)-5-ethyl-5-methyl-3-(4-((trifluoromethyl)thio)phenyl)imidazolidine-2,4-dione